FC1=C(C=C(C=C1F)N1N=CC2=CC(=CC=C12)C=1C=NC=C(C1)F)O 2,3-Difluoro-5-(5-(5-fluoropyridin-3-yl)-1H-indazol-1-yl)phenol